C(C(=C)C)(=O)O.COC(COCCOCCO)O methoxytriethylene glycol monomethacrylate